C(C)(C)(C)OC(=O)N[C@@H](COC1=C(C(=O)OCC2=CC=CC=C2)C(=CC=N1)OC)CC1=CC=CC=C1 benzyl (R)-2-(2-((tert-butoxycarbonyl)amino)-3-phenylpropoxy)-4-methoxynicotinate